O=C1NC(CCC1C1C23C(=CN=C2C(=CC1=O)C=O)C=CC=C3)=O 1-(2,6-dioxo-3-piperidyl)-2-oxo-benzo[c]indole-4-carbaldehyde